(R)-1-(1-acryloylpyrrolidin-3-yl)-3-(3-chloro-4-(3-chlorophenoxy)phenyl)-1H-imidazo[4,5-c]pyridin-2(3H)-one C(C=C)(=O)N1C[C@@H](CC1)N1C(N(C=2C=NC=CC21)C2=CC(=C(C=C2)OC2=CC(=CC=C2)Cl)Cl)=O